C(C=C)(=O)N1CC(C1)N1N=C(C=2N=CN(C(C21)=O)C)C2=CC=C(C=C2)C(F)(F)F 1-(1-acryloylazetidin-3-yl)-6-methyl-3-(4-(trifluoromethyl)-phenyl)-1,6-dihydro-7H-pyrazolo[4,3-d]pyrimidin-7-one